C1(=CC=CC=C1)S(=O)(=O)C=1C=CC(=C(C1)S(=O)(=O)NC1CCNCC1)C(F)(F)F 5-(phenyl-sulfonyl)-N-4-piperidinyl-2-(trifluoromethyl)-benzenesulfonamide